C1=CC=CC=2C3=CC=CC=C3C(C12)COC(=O)N[C@H](C(=O)O)CC=1C=NC(=CC1)Cl (S)-2-((((9H-fluoren-9-yl)methoxy)carbonyl)amino)-3-(6-chloropyridin-3-yl)propanoic acid